Bis(2,4,6-trimethylbenzoyl)-phenylphosphine oxide CC1=C(C(=O)P(C2=CC=CC=C2)(C(C2=C(C=C(C=C2C)C)C)=O)=O)C(=CC(=C1)C)C